N2-(4-(4-(dimethylamino)piperidin-1-yl)-3-methoxyphenyl)-5-methyl-N4-(3-(trifluoromethyl)phenyl)thieno[2,3-d]pyrimidine-2,4-diamine CN(C1CCN(CC1)C1=C(C=C(C=C1)NC=1N=C(C2=C(N1)SC=C2C)NC2=CC(=CC=C2)C(F)(F)F)OC)C